F[P-](F)(F)(F)(F)F.CC(CN1CN(C=C1)CC(CC)C)CC 1,3-bis(2-methylbutyl)imidazole hexafluorophosphate